1-[[4-[5-(trifluoromethyl)-1,2,4-oxadiazol-3-yl]phenyl]methyl]piperidin-2-one Methyl-3-((1-ethoxy-1-oxopropyl-2-yl)amino)-4-nitrobenzoate COC(C1=CC(=C(C=C1)[N+](=O)[O-])N=C(C(=O)OCC)C)=O.FC(C1=NC(=NO1)C1=CC=C(C=C1)CN1C(CCCC1)=O)(F)F